1-{2-[5-(difluoromethyl)-2H-1,2,3,4-tetrazol-2-yl]acetyl}-4-fluoro-N-{phenyl[5-(propan-2-yl)pyridin-2-yl]methyl}pyrrolidine-2-carboxamide FC(C=1N=NN(N1)CC(=O)N1C(CC(C1)F)C(=O)NC(C1=NC=C(C=C1)C(C)C)C1=CC=CC=C1)F